FC=1C(=NC=NC1N1C(CC1)C1=CC=C(C=C1)C(F)(F)F)NC[C@@H]1[C@H](CN(CC1)CC(=O)N)O ((3R,4R)-4-(((5-fluoro-6-(2-(4-(trifluoromethyl)phenyl)azetidin-1-yl)pyrimidin-4-yl)amino)methyl)-3-hydroxypiperidin-1-yl)acetamide